tert-butyl (2-((3S,4s,5R)-4-(4-chloro-2-fluoro-6-methylphenyl)-4-hydroxy-3,5-dimethylpiperidin-1-yl)-2-oxoethyl)carbamate ClC1=CC(=C(C(=C1)C)C1([C@H](CN(C[C@H]1C)C(CNC(OC(C)(C)C)=O)=O)C)O)F